COC(=O)C=1NC(=C(C(C1C(=O)OC)C=1C2=C(SC1)C=CC=C2)C(C)=O)C 5-acetyl-4-(benzo[b]thiophen-3-yl)-6-methyl-1,4-dihydropyridine-2,3-dicarboxylic acid dimethyl ester